C(C)(C)(C)OC(=O)N1C[C@H](OC[C@@H](C1)O[Si](C)(C)C(C)(C)C)CO (2S,6R)-6-(tert-butyldimethylsilyloxy)-2-(hydroxymethyl)-1,4-oxazepane-4-carboxylic acid tert-butyl ester